(cis)-1-methyl-3-((3-nitro-5-(4,4,5,5-tetramethyl-1,3,2-dioxaborolan-2-yl)pyridin-2-yl)amino)cyclobutan-1-ol CC1(CC(C1)NC1=NC=C(C=C1[N+](=O)[O-])B1OC(C(O1)(C)C)(C)C)O